2-methyl-2-[2-[1-(2,2,3,3,3-pentafluoropropyl)pyrazolo[3,4-c]pyridin-5-yl]indazol-5-yl]propanenitrile CC(C#N)(C)C1=CC2=CN(N=C2C=C1)C=1C=C2C(=CN1)N(N=C2)CC(C(F)(F)F)(F)F